3-Hydroxy-N-methylpiperidine-3-carboxamide OC1(CNCCC1)C(=O)NC